(2S,3R)-tert-butyl 2-(benzyloxycarbonylamino)-3-carbamoylhex-5-enoate C(C1=CC=CC=C1)OC(=O)N[C@H](C(=O)OC(C)(C)C)[C@@H](CC=C)C(N)=O